C(#N)CNC(C1=CC=C(C=C1)C1=NC(=NC=C1C)NC=1C=NN(C1)C1CCN(CC1)C(C(C)(C)O)=O)=O N-(cyanomethyl)-4-(2-((1-(1-(2-hydroxy-2-methylpropanoyl)piperidin-4-yl)-1H-pyrazol-4-yl)amino)-5-methylpyrimidin-4-yl)benzamide